3,5-dichloro-N-dodecylaniline ClC=1C=C(NCCCCCCCCCCCC)C=C(C1)Cl